OC=1C=C2C=C(C=NC2=CC1O)C(=O)[O-].[Na+] sodium 6,7-dihydroxyquinoline-3-carboxylate